6-methoxy-3-methyl-2-((5-(trifluoromethyl)pyridin-2-yl)methyl)naphthalene-1,4-dione COC=1C=C2C(C(=C(C(C2=CC1)=O)CC1=NC=C(C=C1)C(F)(F)F)C)=O